C(C)O[Si](OCC)(OCC)OCC TetraEthOxySilane